N12CCN(C(CC1)CC2)C(=O)N2N=C(C1=C2COCC1)C1=C(C=CC=C1)C (1,4-diazabicyclo[3.2.2]nonan-4-yl)(3-(o-tolyl)-4,7-dihydropyrano[3,4-c]pyrazol-1(5H)-yl)meth-anone